Cl.COCCCC(=O)N1C[C@H](CC1)N(C=1C=CC=C2CCNCC12)C (S)-4-methoxy-1-(3-(methyl-(1,2,3,4-tetrahydroisoquinolin-8-yl)amino)pyrrolidin-1-yl)butan-1-one hydrochloride